ClC1=CC=C(C=C1)C(CCC(=O)C1=CC=C(C#N)C=C1)=O 4-[4-(4-chlorophenyl)-4-oxo-butyryl]benzonitrile